FC1CNCCC1NC1=CC=CC2=C1SC(=C2CC(F)(F)F)C#CCNC2=C(C=C(C=C2)P(C)(C)=O)OC (4-((3-((Z)-7-((3-fluoropiperidin-4-yl)amino)-3-(2,2,2-trifluoroethyl)benzo[b]thiophen-2-yl)prop-2-yn-1-yl)amino)-3-methoxyphenyl)dimethylphosphine oxide